strontium (Sr)-borate B([O-])([O-])[O-].[Sr+2].B([O-])([O-])[O-].[Sr+2].[Sr+2]